FC1([C@@H]2C[C@@H]2C=2C(=NN(C12)CC(=O)N)C(F)(F)F)F [(2S,4R)-5,5-difluoro-9-(trifluoromethyl)-7,8-diazatricyclo[4.3.0.02,4]nona-1(6),8-dien-7-yl]acetamide